[Ir+3]=O Iridium (V) oxide